N-(1-(3-cyano-9-ethyl-6,6-dimethyl-11-oxo-6,11-dihydro-5H-benzo[b]carbazol-8-yl)piperidin-4-yl)-3-((2-(2,6-dioxopiperidin-3-yl)-1,3-dioxoisoindolin-4-yl)amino)propanamide C(#N)C1=CC=C2C=3C(C4=C(C(C3NC2=C1)(C)C)C=C(C(=C4)CC)N4CCC(CC4)NC(CCNC4=C1C(N(C(C1=CC=C4)=O)C4C(NC(CC4)=O)=O)=O)=O)=O